(2S,3R)-tert-butyl 2-(benzyloxycarbonylamino)-3-(((4-methoxybenzyl)(methyl)amino)methyl)hex-5-enoate C(C1=CC=CC=C1)OC(=O)N[C@H](C(=O)OC(C)(C)C)[C@H](CC=C)CN(C)CC1=CC=C(C=C1)OC